CN\\1C2=CC=CC=C2O/C1=C\\C=C\\C3=CC=[N+](C=C3)CCC[N+](C)(C)C.[I-].[I-] The molecule is a cyanine dye and an organic iodide salt. It has a role as a fluorochrome. It contains a Po-Pro-3(2+).